tert-butyl (S)-7-(2-(3-(3,5-dimethyl-1H-pyrazol-1-yl)phenyl)-4-methoxy-4-oxobutyl)-2,7-diazaspiro[3.5]nonane-2-carboxylate CC1=NN(C(=C1)C)C=1C=C(C=CC1)[C@@H](CN1CCC2(CN(C2)C(=O)OC(C)(C)C)CC1)CC(=O)OC